C[C@@H]1OC[C@H]1N1C(=CC2=C1N=C(N=C2)NC=2C(=NN(C2)C)OC2COC2)C#N 7-[(2S,3R)-2-methyloxetan-3-yl]-2-[[1-methyl-3-(oxetan-3-yloxy)pyrazol-4-yl]amino]pyrrolo[2,3-d]pyrimidine-6-carbonitrile